NC1=NC(=C(C(=N1)N)C#N)N[C@@H](C)C1=CN(C2=NC(=CC=C21)Cl)C2=CC(=CC=C2)S(=O)(=O)C (S)-2,4-diamino-6-((1-(6-chloro-1-(3-(methylsulfonyl)phenyl)-1H-pyrrolo[2,3-b]pyridin-3-yl)ethyl)amino)pyrimidine-5-carbonitrile